C1(CC1)C(=O)N1[C@H]2CN(C[C@@H]1CC2)C2=NC(=NC=C2)NC=2C=C(C(=NC2)C(=O)N)C 5-({4-[(1R,5S)-8-(cyclopropylcarbonyl)-3,8-diazabicyclo[3.2.1]oct-3-yl]pyrimidin-2-yl}amino)-3-methylpyridine-2-carboxamide